β-D-mannopyranose O[C@H]1[C@@H](O)[C@@H](O)[C@H](O)[C@H](O1)CO